trans-oxirane-2,3-dicarboxylic acid O1[C@H]([C@@H]1C(=O)O)C(=O)O